sodium dihydroxy-propyl isophthalate C(C1=CC(C(=O)[O-])=CC=C1)(=O)OCCC(O)O.[Na+]